ClC=1C=C(C2=C(N1)N(C=C2C)C2COC2)C=O E-6-chloro-3-methyl-1-(oxetan-3-yl)-1H-pyrrolo[2,3-b]pyridine-4-carbaldehyde